N-(2-{3-[(4-methanesulfonyl-2-methoxyphenyl)amino]prop-1-yn-1-yl}-3-(2,2,2-trifluoroethyl)imidazo[1,2-a]pyridin-8-yl)-1-(2-methanesulfonylethyl)piperidin-4-amine CS(=O)(=O)C1=CC(=C(C=C1)NCC#CC=1N=C2N(C=CC=C2NC2CCN(CC2)CCS(=O)(=O)C)C1CC(F)(F)F)OC